ClC1=CC=C(S1)CNC1=CC(=NN1C(C(C)(C)C)=O)C1NCCNC1 1-(5-[(5-chlorothiophen-2-yl)methyl]amino-3-(piperazin-2-yl)-1H-pyrazol-1-yl)-2,2-dimethylpropan-1-one